2-(2-((3r,4r)-3-amino-4-fluoropiperidin-1-yl)-5,6-difluoro-1H-benzo[d]imidazol-1-yl)-1-(4-(piperidine-1-carbonyl)piperidin-1-yl)ethan-1-one N[C@@H]1CN(CC[C@H]1F)C1=NC2=C(N1CC(=O)N1CCC(CC1)C(=O)N1CCCCC1)C=C(C(=C2)F)F